difluoro-benzimidazole FC1=CC=CC=2N=C(NC21)F